BrC1=CC2=C(N=C(O2)SCC2=CC=C(C=C2)Cl)C=C1 6-bromo-2-((4-chlorobenzyl)thio)benzo[d]oxazole